4-bromo-6-methyl-1-tetrahydropyran-2-yl-indazol-5-ol BrC1=C2C=NN(C2=CC(=C1O)C)C1OCCCC1